tert-Butyl (2S)-2-[2-methyl-3-(trideuteriomethoxy)phenyl]-3-(4-pyridyl)-2,5-dihydropyrrole-1-carboxylate CC1=C(C=CC=C1OC([2H])([2H])[2H])[C@H]1N(CC=C1C1=CC=NC=C1)C(=O)OC(C)(C)C